ClC=1C=C(C(=O)NS(=O)(=O)CC2=CC=CC=C2)C=CC1Cl 3,4-dichloro-N-toluenesulfonyl-benzamide